C(C)(C)(C)OC(=O)N1CCN(CC1)C=1C(=C(C(=O)O)C=CC1)NC 3-(4-Tert-butoxycarbonylpiperazin-1-yl)-2-(methylamino)benzoic acid